1-ethyl-3-methylimidazole dicyanoamine salt C(#N)NC#N.C(C)N1CN(C=C1)C